ClC12C3(C4(C5(C3(C1(C5(C24F)F)F)F)Cl)F)F 1,4-dichloro-2,3,5,6,7,8-hexafluorocubane